The molecule is an alkylammonium sulfate obtained by combining (R)-orciprenaline and sulfuric acid in a 2:1 ratio. It contains a (R)-orciprenaline(1+). It is an enantiomer of a (S)-orciprenaline sulfate. CC(C)NC[C@@H](C1=CC(=CC(=C1)O)O)O.CC(C)NC[C@@H](C1=CC(=CC(=C1)O)O)O.OS(=O)(=O)O